FCOC=1C=C(C=CC1OC)/C=C/C(=O)O (E)-3-(3-(fluoromethoxy)-4-methoxyphenyl)acrylic acid